ClC=1C=C2C(=NC(=NC2=C(C1C1=NC(=CC(=C1I)C)N(C)CC1=CC=C(C=C1)OC)F)F)N1[C@H](CN(CC1)C(=O)[O-])C (3S)-4-(6-chloro-2,8-difluoro-7-(3-iodo-6-((4-methoxybenzyl) (methyl) amino)-4-methylpyridin-2-yl) quinazolin-4-yl)-3-methylpiperazine-1-carboxylate